OCCC1=CC=C(C=C1)S(=O)(=O)O para-hydroxyethyl-benzenesulfonic acid